(R)-N-((R)-2-(difluoromethoxy)-1-(3-(difluoromethoxy)phenyl)ethyl)-3-hydroxy-3-(1-(trifluoro-methyl)cyclopropyl)propanamide FC(OC[C@@H](C1=CC(=CC=C1)OC(F)F)NC(C[C@H](C1(CC1)C(F)(F)F)O)=O)F